ClC=1C=C(CNC2=NC=NC(=C2N)OC2(CC2)C)C=CC1 N4-(3-chlorobenzyl)-6-(1-methylcyclopropoxy)pyrimidine-4,5-diamine